biphenyl-acrylonitrile C=1(C(=CC=CC1)C=CC#N)C1=CC=CC=C1